ethyl 1-[2-(tert-butoxy carbonylamino) ethyl]-6,7-dichloro-indole-2-carboxylate C(C)(C)(C)OC(=O)NCCN1C(=CC2=CC=C(C(=C12)Cl)Cl)C(=O)OCC